2-(3,4-diamino-2-fluorophenyl)-4,4,4-trifluorobutanoate NC=1C(=C(C=CC1N)C(C(=O)[O-])CC(F)(F)F)F